C1(CC1)C1=NNC(=N1)C1CC2(CN(C2)C(=O)N2CC3(C2)CN(C3)CC3=CC(=NS3)C(F)(F)F)C1 [6-(3-cyclopropyl-1H-1,2,4-triazol-5-yl)-2-azaspiro[3.3]heptan-2-yl]-[6-[[3-(trifluoromethyl)isothiazol-5-yl]methyl]-2,6-diazaspiro[3.3]heptan-2-yl]methanone